4-AMINOPHENYLETHYL-AMINE NC1=CC=C(C=C1)CCN